[Na+].C(CCCCCCC\C=C/CCCCCCCC)(=O)OC[C@@H](OC(CCCCCCC\C=C/CCCCCCCC)=O)COP(=O)([O-])O 1,2-dioleoyl-sn-glycero-3-phosphate monosodium salt